C(C)(C)(C)OC(CCCN1CCCCC1)=O 4-(piperidin-1-yl)butanoic acid tert-butyl ester